C(C)NC(=O)C1=CN=C2N1N=C(C=C2NC)NC2=C(C(=CC=C2)C2=NC=C(C=C2)C=O)OC 3-N-ethyl-6-{[3-(5-formylpyridin-2-yl)-2-methoxyphenyl]amino}-8-(methylamino)imidazo[1,2-b]pyridazine-3-carboxamide